C(#N)C1=CC(=CC=C1F)OC 4-cyano-5-fluoro-2-methoxybenzene